ClC1=C(C=C(C=C1)C1(OC(=C(C1=O)O)N)C)F 2-(4-chloro-3-fluorophenyl)-2-methyl-4-hydroxy-5-amino-3(2H)-furanone